ClC1=CC=C(C=C1)NC(=O)N1C(CC(C1)OC)C(=O)N N1-(4-chlorophenyl)-4-methoxypyrrolidine-1,2-dicarboxamide